methacryloyloxyethyldimethyl-(3-trimethoxysilylpropyl)ammonium chloride [Cl-].C(C(=C)C)(=O)OCC[N+](CCC[Si](OC)(OC)OC)(C)C